S1(CCC(CC1)O)(=O)=O tetrahydro-2H-thiopyran-4-ol-1,1-dioxide